ClC1=CC=C(C=C1)C1CCC=2SC(=C(C21)C(=O)N)NC(CC2CCOCC2)=O (4-chlorophenyl)-2-[(2-tetrahydropyran-4-ylacetyl)amino]-5,6-dihydro-4H-cyclopenta[b]thiophene-3-carboxamide